FC1(CN(C1)C(=O)C1=C(C=C(C=C1OC)N1C=NC2=C1C=CC(=C2)C=2C=NN(C2)C)OC)F (3,3-difluoroazetidin-1-yl)-[2,6-dimethoxy-4-[5-(1-methylpyrazol-4-yl)benzimidazol-1-yl]phenyl]methanone